Methyl 2-(4-((((1-methyl-1H-indol-3-yl)methyl)amino)methyl)piperidin-1-yl)pyrimidine-5-carboxylate CN1C=C(C2=CC=CC=C12)CNCC1CCN(CC1)C1=NC=C(C=N1)C(=O)OC